ClC1=NC=C(C(=N1)NC1=C(C=C(C=C1)OC)OC)C(=O)O 2-Chloro-4-((2,4-dimethoxyphenyl)amino)pyrimidine-5-carboxylic acid